N-(cycloheptylmethyl)-2-(methoxymethyl)-6-({[2-(trifluoromethyl)phenyl]carbonyl}amino)-1H-Benzimidazole-4-carboxamide C1(CCCCCC1)CNC(=O)C1=CC(=CC=2NC(=NC21)COC)NC(=O)C2=C(C=CC=C2)C(F)(F)F